5-Nitro-1,10-phenanthroline [N+](=O)([O-])C1=C2C=CC=NC2=C2N=CC=CC2=C1